fluorothiocarboxylic acid FC(=S)O